(E)-5'-O-(tert-butyldimethylsilyl)-3'-O-cyanovinyl-2'-deoxy-5-(N-trifluoroacetyl-3-aminopropynyl)uridine dodecyl-N,N-dimethylaminoacetate C(CCCCCCCCCCC)C(C(=O)O)N(C)C.[Si](C)(C)(C(C)(C)C)OC[C@@H]1[C@H](C[C@@H](O1)N1C(=O)NC(=O)C(=C1)C#CCNC(C(F)(F)F)=O)O\C=C\C#N